C(CCCCCCCCCCCCCCCCC)C1=CC(=C(C=C1)O)N 4-octadecyl-aminophenol